trans-4-(2,5-dichloro-phenyl)-pyrrolidine-3-carboxylic acid ClC1=C(C=C(C=C1)Cl)[C@H]1[C@@H](CNC1)C(=O)O